dimethyldi(N,N-diethylamino)silane C[Si](N(CC)CC)(N(CC)CC)C